(R)-(1-(6-(4-chlorophenyl)-2-(pyridin-3-yl)pyrimidin-4-yl)piperidin-3-yl)methanol ClC1=CC=C(C=C1)C1=CC(=NC(=N1)C=1C=NC=CC1)N1C[C@@H](CCC1)CO